N'-[5-bromo-2-methyl-6-(2-propoxypropoxy)-3-pyridyl]-N-ethyl-N-methyl-formamidine BrC=1C=C(C(=NC1OCC(C)OCCC)C)N=CN(C)CC